(R)-tert-Butyl 2-((4-methyl-3-((1-(quinolin-5-yl)cyclopropyl)carbamoyl)phenoxy)methyl)pyrrolidine-1-carboxylate CC1=C(C=C(OC[C@@H]2N(CCC2)C(=O)OC(C)(C)C)C=C1)C(NC1(CC1)C1=C2C=CC=NC2=CC=C1)=O